C(C)N1CC=2C(=NC=CC2C1=O)N[C@@H](C)C1=CC(=C(C=C1F)C=1C=C(C#N)C=CN1)F (S)-2-(4-(1-((2-ethyl-1-oxo-2,3-dihydro-1H-pyrrolo[3,4-c]pyridin-4-yl)amino)ethyl)-2,5-difluorophenyl)isonicotinonitrile